C(C)(C)(C)C1(C(O)C=C(C=C1)C(C)(C)C)O 2,5-di-t-butylcatechol